1-methyl-3,4,5,6-tetrahydroimidazo[1,5-a][1,3]Diazocine-2(1H)-one CN1C=2N(CCCCC1=O)C=NC2